C(C1CO1)N(C1=CC(=CC=C1)OCC1CO1)CC1CO1 N,N-diglycidyl-meta-glycidyloxyaniline